(S)-N-(1-(2-chloro-3-(2-hydroxyethoxy)phenyl)-1,4,5,7-tetrahydropyrano[3,4-c]pyrazol-4-yl)-5,6,7,8-tetrahydroimidazo[1,5-a]pyridine-1-carboxamide ClC1=C(C=CC=C1OCCO)N1N=CC2=C1COC[C@H]2NC(=O)C=2N=CN1C2CCCC1